BrC1=CC=CC=2OC3=C(C21)C=CC=C3 1-bromodibenzo[b,d]Furan